4-{[(6-Chloropyrid-3-yl)methyl](2-fluoroethyl)amino}furan-2(5H)-one ClC1=CC=C(C=N1)CN(C1=CC(OC1)=O)CCF